N1(C=NC2=C1C=CC=C2)CC=2C=C(C=CC2)NC(=O)C=2C=CC(=C(C2)NC(=O)C2=CN=CN2C)C N-(5-{[3-(1H-benzimidazol-1-ylmethyl)phenyl]carbamoyl}-2-methylphenyl)-1-methyl-1H-imidazole-5-carboxamide